(2R)-N-tert-butyl-2-({2-[4-(2-hydroxyethoxy)pyridin-2-yl]-5H,6H,7H-cyclopenta[d]pyrimidin-4-yl}(methyl)amino)propanamide C(C)(C)(C)NC([C@@H](C)N(C)C=1C2=C(N=C(N1)C1=NC=CC(=C1)OCCO)CCC2)=O